FC(OC1=CC=C2C(=N1)SC(=N2)N[C@@H]2C[C@H](CC2)NC2=CC=C(C=N2)N2C(C=CC=C2)=O)F 6'-(((1S,3S)-3-((5-(difluoromethoxy)thiazolo[5,4-b]pyridin-2-yl)amino)cyclopentyl)amino)-2H-[1,3'-bipyridyl]-2-one